N,N-dimethylcyclohexyl-ammonium acetate C(C)(=O)[O-].C[NH+](C)C1CCCCC1